BrC1=C(C#N)C=CC(=C1)COC1=NC(=CC=C1)Cl 2-bromo-4-[(6-chloro-2-pyridyl)oxymethyl]benzonitrile